C(C#CC)N1C(CCC1)C=1C=C(C=C2C=NC=NC12)C1=CC=C(C(=O)NC2=NC=CC(=C2)C2CC2)C=C1 4-(8-(1-(but-2-ynyl)pyrrolidin-2-yl)quinazolin-6-yl)-N-(4-cyclopropylpyridin-2-yl)benzamide